N-(pyridin-2-yl)acetamide CC(=O)NC1=CC=CC=N1